FC1=CC=CC=2N(C(=NC21)CN2C=1N(C=NC2N2CC3CCC(C2)N3C)N=CC1C(F)(F)F)COCC[Si](C)(C)C N-[(4-fluoro-1-{[2-(trimethylsilyl)ethoxy]methyl}-1H-benzimidazol-2-yl)methyl]-2-(8-methyl-3,8-diazabicyclo[3.2.1]octan-3-yl)-8-(trifluoromethyl)pyrazolo[1,5-a][1,3,5]triazin